NC1=C2C(=NC=N1)N(N=C2C2=CC=C(C=C2)OC2=CC=CC=C2)[C@@H]2CC[C@H](CC2)N2N=CC(=C2)C(=O)OCC ethyl 1-((trans)-4-(4-amino-3-(4-phenoxyphenyl)-1H-pyrazolo[3,4-d]pyrimidin-1-yl) cyclohexyl)-1H-pyrazole-4-carboxylate